CC(C[Al](CC(C)C)Cl)C di(2-methylpropyl)aluminum chloride